C12CN(CC(CNC1)C2)C2=C1C(=NC=C2)N(C(=N1)C1=CC(=C(C#N)C=C1)F)C1=C(C=C(C=C1)N1CC(CC1)OC)F 4-(7-(3,7-Diazabicyclo[3.3.1]nonan-3-yl)-3-(2-fluoro-4-(3-methoxypyrrolidin-1-yl)phenyl)-3H-imidazo[4,5-b]pyridin-2-yl)-2-fluorobenzonitrile